4-hydroxy-1H-pyrimidin-2-one OC1=NC(NC=C1)=O